6-(hydroxymethyl)-2-{4-[2-methyl-4-(4-methyl-1,2,4-triazol-3-yl)pyrazol-3-yl]-6-[(2-methylpropyl)amino]pyridin-2-yl}-4-(trifluoromethyl)-3H-isoindol-1-one OCC1=CC(=C2CN(C(C2=C1)=O)C1=NC(=CC(=C1)C=1N(N=CC1C1=NN=CN1C)C)NCC(C)C)C(F)(F)F